3,7-dimethyl-2H-furo[2,3-c]pyran-2-one CC=1C(OC2=C(OC=CC21)C)=O